(S)-4,5-dichloro-2-(hydroxy(1-methylpiperidin-4-yl)methyl)phenol ClC1=CC(=C(C=C1Cl)O)[C@H](C1CCN(CC1)C)O